(S)-3,3'-bis(2,4,6-triisopropylphenyl)-[1,1'-binaphthyl] C(C)(C)C1=C(C(=CC(=C1)C(C)C)C(C)C)C=1C=C(C2=CC=CC=C2C1)C1=CC(=CC2=CC=CC=C12)C1=C(C=C(C=C1C(C)C)C(C)C)C(C)C